COC(C1=C(C(=CC(=C1)/C(/N)=N/O)F)OC)=O (Z)-3-fluoro-5-(N'-hydroxycarbamimidoyl)-2-methoxybenzoic acid methyl ester